C(C)OC1=CC=C(C2=C1C(\C(\O2)=C/C2=C(C=CC=C2)F)=O)C=2CCN(CC2)C (E)-4-ethoxy-2-(2-fluorobenzylidene)-7-(1-methyl-1,2,3,6-tetrahydropyridin-4-yl)benzofuran-3(2H)-one